C(C)(C)N1N=CC=C1B1OC(C(O1)(C)C)(C)C 1-isopropyl-5-(4,4,5,5-tetramethyl-1,3,2-dioxaborolan-2-yl)pyrazole